OC1=C(OCC(=O)O)C=CC=C1 2-hydroxy-phenoxyacetic acid